IC1=CNC2=NC=C(C(=C21)OCCC)[N+](=O)[O-] 3-iodo-5-nitro-4-propoxy-1H-pyrrolo[2,3-b]pyridine